FC1([C@H](C1)C(=O)NC1=NC=C2C=C(N3C(C2=C1)=NC=C3)C=3C=NC(=CC3C)C(CC)=O)F (R)-2,2-difluoro-N-(5-(4-methyl-6-propionylpyridin-3-yl)imidazo[2,1-a][2,6]naphthyridin-9-yl)cyclopropane-1-carboxamide